ClC(CC(CC(=O)OC)(C)C)=O methyl 5-chloro-3,3-dimethyl-5-oxopentanoate